oxonium biotin OC(=O)CCCC[C@@H]1SC[C@@H]2NC(=O)N[C@H]12.[OH3+]